2-methyl-4-oxo-1,4-dihydropyridine-3-carboxylic acid methyl ester COC(=O)C1=C(NC=CC1=O)C